FC(C1=C(OC2=C(C=C(C=C2C1=O)C)C(C)NC1=C(C(=O)O)C=CC=C1)C1=CC2=CN(N=C2C=C1)C)F 2-((1-(3-(difluoromethyl)-6-methyl-2-(2-methyl-2H-indazol-5-yl)-4-oxo-4H-chromen-8-yl)ethyl)amino)benzoic acid